C(C)C1C(CCCCC1)CC 1,2-diethylcycloheptane